Cl.C(CC1=CC=CC=C1)N1CCC2(CC(C2)N(C(=O)C=2SC=CC2)C2=CC=CC=C2)CC1 N-(7-phenethyl-7-azaspiro[3.5]nonan-2-yl)-N-phenylthiophene-2-carboxamide hydrochloride